C(C)(C)(C)OC(=O)N[C@H](C(=O)NC=1C=C2CC(CC2=CC1)(C(=O)OC)C(C)C)C1CCCCC1 Methyl 5-((S)-2-((tert-butoxycarbonyl) amino)-2-cyclohexylacetamido)-2-isopropyl-2,3-dihydro-1H-indene-2-carboxylate